1-hydroxy-4-methyl-6-(2,4,4-trimethylpentyl)-2-pyridone ethanolamine salt C(O)CN.ON1C(C=C(C=C1CC(CC(C)(C)C)C)C)=O